COC(=O)C=1C=NC(=C(C1)[N+](=O)[O-])NC1=C(C=CC(=C1)F)Cl 6-[(2-chloro-5-fluorophenyl)amino]-5-nitropyridine-3-carboxylic acid methyl ester